OCCCC1C[C@@H](N(CC1)C(=O)OC(C)(C)C)C tert-butyl (2S)-4-(3-hydroxypropyl)-2-methylpiperidine-1-carboxylate